ethane-1,1,2,2-tetracarboxylic acid C(C(C(=O)O)C(=O)O)(C(=O)O)C(=O)O